N[C@@H](CO)C(=O)N1[C@@H](C[C@@H](O)C1)C(=O)O seryl-hydroxyproline